(1R)-5-bromo-2,3-dihydro-1-methyl-1H-isoindole BrC=1C=C2CN[C@@H](C2=CC1)C